O1C2(OCC1)CC1(CC1CC2)CN2C=NC1=C2C=C(C=C1)C#N (+/-)-(+/-)-rac-1-(Spiro[bicyclo[4.1.0]heptane-3,2'-[1,3]dioxolan]-1-ylmethyl)-1H-benzo[d]imidazole-6-carbonitrile